FC=1C=C2C=C(C=C(C2=CC1)O)SCC1=CC=C(C=C1)OC 6-fluoro-3-((4-methoxybenzyl)thio)naphthalen-1-ol